N-(1-hydroxy-2-methylpropan-2-yl)-2-(4-(((3aR,5R,6aS)-2-((S)-2-hydroxy-propanoyl)octahydrocyclopenta[c]pyrrol-5-yl)amino)-1H-pyrrolo[2,3-b]pyridin-5-yl)thiazole-5-carboxamide OCC(C)(C)NC(=O)C1=CN=C(S1)C=1C(=C2C(=NC1)NC=C2)NC2C[C@@H]1[C@@H](CN(C1)C([C@H](C)O)=O)C2